acenaphthene-D10 [2H]C1=C(C2=C3C(=C1[2H])C(C(C3=C(C(=C2[2H])[2H])[2H])([2H])[2H])([2H])[2H])[2H]